2-Methyl-2-[5-(trifluoromethyl)-2-thienyl]propan-1-ol CC(CO)(C)C=1SC(=CC1)C(F)(F)F